tetraethylene glycol dichloroacrylate ClC(=CC(=O)OCCOCCOCCOCCO)Cl